C(C1=CC=CC=C1)OC1=CC(=C(C=C1)B(O)O)C (4-benzyloxy-2-methyl-phenyl)boronic acid